ammonium di(fluorosulfonyl)amine FS(=O)(=O)NS(=O)(=O)F.[NH4+]